ClC=1C=CC(=C2CN(C(C12)=O)C)CC1CC2(CN(C2)C(=O)OC(C)(C)C)C1 tert-butyl 6-[(7-chloro-2-methyl-1-oxo-isoindolin-4-yl)methyl]-2-azaspiro[3.3]heptane-2-carboxylate